NCC#CC1=CC=C(C=C1)C1=N[C@H](C=2N(C3=C1C(=C(S3)C)C)C(=NN2)C)CC(=O)OC methyl {(6S)-4-[4-(3-aminoprop-1-yn-1-yl)phenyl]-2,3,9-trimethyl-6H-thieno[3,2-f][1,2,4]triazolo[4,3-a][1,4]diazepin-6-yl}acetate